1-(3-amino-6-(2-hydroxyphenyl)pyridazin-4-yl)piperidin-3-ol NC=1N=NC(=CC1N1CC(CCC1)O)C1=C(C=CC=C1)O